10-Amino-N-(2-amino-4-((4-(trifluoromethyl)benzyl)amino)phenyl)decanamid NCCCCCCCCCC(=O)NC1=C(C=C(C=C1)NCC1=CC=C(C=C1)C(F)(F)F)N